2,4-dichloro-7-ethoxyquinazoline ClC1=NC2=CC(=CC=C2C(=N1)Cl)OCC